N1=CC=CC(=C1)C1N(C)CCC1.P(O)(O)(O)=O phosphoric acid nicotine salt